CC1=CC2=C(C(N3[C@@H](CO2)C[C@@H](C3)OC3=NC=C2CCC(NC2=C3)=O)=O)C(=C1)O[C@H](C(F)(F)F)C (2S,11aR)-8-Methyl-2-((2-oxo-1,2,3,4-tetrahydro-1,6-naphthyridin-7-yl)oxy)-6-(((S)-1,1,1-trifluoropropan-2-yl)oxy)-2,3,11,11a-tetrahydro-1H,5H-benzo[f]pyrrolo[2,1-c][1,4]oxazepin-5-one